2-fluoro-4-(4-methylpyrimidin-2-yl)aniline FC1=C(N)C=CC(=C1)C1=NC=CC(=N1)C